C(C=C)OC(=O)N([C@@H](CCCCN)C(=O)O)C(=O)OCC1=CC=CC=C1 N-(allyloxycarbonyl)-N-benzyloxycarbonyl-lysine